CC1=C(C=C(C=C1)C1=NN=C(N1)CC(F)(F)F)NC(=O)C=1C=NN2C1C=CC=C2 N-[2-Methyl-5-[5-(2,2,2-trifluoroethyl)-4H-1,2,4-triazol-3-yl]phenyl]pyrazolo[1,5-a]pyridine-3-carboxamide